C(C)(C)(C)OC(=O)N1C(=CC=2C1=NC(=CC2)Cl)C2=C(C(=CC=C2)F)C(F)(F)F 6-chloro-2-(3-fluoro-2-(trifluoromethyl)phenyl)-1H-pyrrolo[2,3-b]pyridine-1-carboxylic acid tert-butyl ester